C=CC(=O)OCC1CCC2C1C3CCC2C3 (octahydro-4,7-methano-1H-indenyl)methyl acrylate